1,4-bis(chloromethyl)-2,3,5,6-tetramethylbenzene ClCC1=C(C(=C(C(=C1C)C)CCl)C)C